C1=C(C=CC2=CC=CC=C12)C=CC=C(C#N)C1=NC=CC=C1 5-(naphthalen-2-yl)-2-(pyridin-2-yl)penta-2,4-dienenitrile